4-(3-(4-((tert-butyldimethylsilyl)oxy)butyl)-4,4-dimethyl-5-oxo-2-thioxoimidazolidin-1-yl)-3-fluoro-2-(methylthio)benzonitrile [Si](C)(C)(C(C)(C)C)OCCCCN1C(N(C(C1(C)C)=O)C1=C(C(=C(C#N)C=C1)SC)F)=S